BrC=1C=C2C(=NC1)C(=NO2)NCOC 6-bromo-N-(methoxymethyl)isoxazolo[4,5-b]pyridin-3-amine